3-[4-(3-fluoroazetidine-1-carbonyl)phenyl]-1,2-oxazol FC1CN(C1)C(=O)C1=CC=C(C=C1)C1=NOC=C1